BrC=1C=C(C=C2C=C(N(C12)CC)C=1CN(CCC1)C(=O)OC(C)(C)C)C(=O)O 7-Bromo-2-(1-(tert-butoxycarbonyl)-1,2,5,6-tetrahydropyridin-3-yl)-1-ethyl-1H-indole-5-carboxylic acid